C1(CCCCC1)CC(=O)N1CCC(CC1)N1N=CC(=C1)CNC1=C2C(N(C(C2=CC=C1)=O)C1C(NC(CC1)=O)=O)=O 4-(((1-(1-(2-cyclohexylacetyl)piperidin-4-yl)-1H-pyrazol-4-yl)methyl)amino)-2-(2,6-dioxopiperidin-3-yl)isoindoline-1,3-dione